COC(C1=CC=C(C=C1)\C=C\C1=CC(=CC=C1)F)=O.FC=1C=C(/C=C/C2=CC=C(C(=O)O)C=C2)C=CC1 (E)-4-(3-fluorostyryl)benzoic acid Methyl-4-[(E)-2-(3-fluorophenyl)ethenyl]benzoate